FC1=C(C=CC(=C1)S(=O)(=N)C(F)(F)F)CC1CC2(CN(C2)C(=O)N2C[C@H](CC2)C2=NNC=N2)C1 |r| [6-[[2-fluoro-4-(trifluoromethylsulfonimidoyl)phenyl]methyl]-2-azaspiro[3.3]heptan-2-yl]-[rac-(3S)-3-(1H-1,2,4-triazol-3-yl)pyrrolidin-1-yl]methanone